N(=N[O-])[O-] diazenediolate